CP(OC(CCCCCC)C)(OC(CCCCCC)C)=O di(1-methyl heptyl) methylphosphonate